2-(2,4,6-trihydroxyphenyl)ethanol OC1=C(C(=CC(=C1)O)O)CCO